OC1CN(C1)C1C(CCC1)OC=1C=C2CN(C(C2=CC1)=O)C1C(NC(CC1)=O)=O 3-(5-((2-(3-hydroxyazetidin-1-yl)cyclopentyl)oxy)-1-oxoisoindolin-2-yl)piperidine-2,6-dione